[N-]=C=O.[N-]=C=O.C(C)OC([C@@H](N)CCCCN)=O L-lysine ethylester diisocyanate